(S)-(5-(1-isopentylpiperidin-4-yl)-4-oxa-7-azaspiro[2.5]oct-7-yl)(phenyl)methanone C(CC(C)C)N1CCC(CC1)[C@@H]1OC2(CC2)CN(C1)C(=O)C1=CC=CC=C1